hept-2-enetetracarboxylic acid C(C(=CCCCC)C(=O)O)(C(=O)O)(C(=O)O)C(=O)O